2-ethylbutyl ((S)-(((2R,3S,4R,5S)-5-(4-aminopyrrolo[2,1-f][1,2,4]triazin-7-yl)-2-cyano-3,4-dihydroxytetrahydrofuran-2-yl)methoxy)(phenoxy)phosphoryl)alaninate NC1=NC=NN2C1=CC=C2[C@H]2[C@@H]([C@@H]([C@@](O2)(C#N)CO[P@](=O)(OC2=CC=CC=C2)N[C@@H](C)C(=O)OCC(CC)CC)O)O